5-chloro-2-(4-fluoro-2-methylphenoxy)-4-(trifluoromethyl)benzoic acid ClC=1C(=CC(=C(C(=O)O)C1)OC1=C(C=C(C=C1)F)C)C(F)(F)F